C(CC(C)C)NC(=O)N1C=NC(=C1)C1CCN(CC1)C N-iso-Pentyl-4-(1-methylpiperidin-4-yl)-1H-imidazole-1-carboxamide